tert-Butyl 4-(2,7-dichloropyrido[2,3-b]pyrazin-3-yl)piperazin-1-carboxylate ClC=1N=C2C(=NC1N1CCN(CC1)C(=O)OC(C)(C)C)N=CC(=C2)Cl